FC1(C(C2=C(C(=C=C=C12)OC=1C=C(C=C(C1N)C(F)F)C1=CC=C(N)C=C1)I)=O)F 3-(8,8-difluoro-5-iodo-7-oxobicyclo[4.2.0]oct-1,3,5-triene-2-enyloxy)-5-difluoromethylbenzidine